N1=C(C=CC=C1C#CCN)C#CCN 3,3'-(pyridine-2,6-diyl)bis(prop-2-yn-1-amine)